FC=1C(=C(C=CC1)C(=O)N1[C@@H]2[C@@H](C[C@H](C1)C2)OC2=NC=C(C=C2)C(F)(F)F)C2=NC=C(C=N2)F (3-fluoro-2-(5-fluoropyrimidin-2-yl)phenyl)((1S,4R,6R)-6-((5-(trifluoromethyl)pyridin-2-yl)oxy)-2-azabicyclo[2.2.1]heptan-2-yl)methanone